C1(CC1)C1=C(C(=NO1)C1=C(C=CC=C1Cl)Cl)COC1=CC=C2C(=N1)C(CC1=C(O2)C=C(C=C1)C(=O)OC)(F)F methyl 2-((5-cyclopropyl-3-(2,6-dichlorophenyl)isoxazol-4-yl)methoxy)-11,11-difluoro-10,11-dihydrobenzo[6,7]oxepino[3,2-b]pyridine-7-carboxylate